Allyloxytrimethyl-silane C(C=C)O[Si](C)(C)C